FC(C(=O)CC(C)=O)(F)F.FC(C(=O)CC(C)=O)(F)F.FC(C(=O)CC(C)=O)(F)F.[Eu+3] europium (III) tris(trifluoroacetylacetone)